NC1=C2C(=NC=N1)N(N=C2C2=CC=C(C=C2)NC(=O)C=2C(N(N=C(C2)C(C)C)C2=NC=C(C=C2)C)=O)CC2CCC(CC2)=O N-(4-(4-Amino-1-((4-oxocyclohexyl)methyl)-1H-pyrazolo[3,4-d]pyrimidin-3-yl)phenyl)-6-Isopropyl-2-(5-methylpyridin-2-yl)-3-oxo-2,3-dihydropyridazine-4-carboxamide